(2-(2-(2-(2,5-dimethoxyphenyl)thiazol-5-yl)ethylimino)(phenyl)methyl)-1,3-benzenediol COC1=C(C=C(C=C1)OC)C=1SC(=CN1)CCN=C1C(C=CC=C1)CC1=C(C=CC=C1O)O